8-acetyl-2-ethylsulfinyl-6-methyl-chromen-4-one C(C)(=O)C=1C=C(C=C2C(C=C(OC12)S(=O)CC)=O)C